(R,E)-5-((tert-butylsulfinyl)imino)hexanoic acid ethyl ester C(C)OC(CCC/C(/C)=N/[S@](=O)C(C)(C)C)=O